di(ethylcyclohexyl)methane C(C)C1(CCCCC1)CC1(CCCCC1)CC